C(C)N1C(C=2C(=CN=C(C3=CN4C(C(OCCCCC[C@@H](NC1=O)CCC(F)(F)F)=N3)=NC=C4)C2)C)C (16R)-13-ethyl-10,12-dimethyl-16-(3,3,3-trifluoropropyl)-12,13,16,17,18,19,20,21-octahydro-6,23-(azeno)-11,7-(metheno)imidazo[2,1-c][1,4,8,13,15]oxatetraazacyclohenicosin-14(15H)-one